C(C=C)(=O)N1C[C@@H](CCC1)C(=O)NC=1C2=C(NN1)C(N(C2)C(=O)N[C@H](CN(C)C)C2=CC=CC=C2)(C)C 3-((R)-1-acryloylpiperidine-3-carboxamido)-N-((S)-2-(dimethylamino)-1-phenylethyl)-6,6-dimethyl-4,6-dihydropyrrolo[3,4-c]pyrazole-5(1H)-carboxamide